ethyl 2,3-dibromoacrylate BrC(C(=O)OCC)=CBr